(R,E)-N-(4-((5-chloro-2-methoxy-4-((1-methyl-1H-benzo[d]imidazol-5-yl)oxy)phenyl)amino)-7-methoxyquinazolin-6-yl)-2-fluoro-3-(1-methylpyrrolidin-2-yl)acrylamide ClC=1C(=CC(=C(C1)NC1=NC=NC2=CC(=C(C=C12)NC(/C(=C\[C@@H]1N(CCC1)C)/F)=O)OC)OC)OC1=CC2=C(N(C=N2)C)C=C1